F[B-](F)(F)F.ClC1=C(N[N+]#N)C=CC(=C1)Cl 2,4-dichloroanilinediazonium tetrafluoroborate